N1,N1'-(propane-1,3-diyl)bis(N1-methylethane-1,2-diamine) C(CCN(CCN)C)N(CCN)C